C(CCCCCCC\C=C/C\C=C/CCCCC)(=O)[O-].C(CCCCCCC\C=C/C\C=C/CCCCC)(=O)[O-].C(CCCCCCC\C=C/C\C=C/CCCCC)(=O)[O-].C(CCCCCCC\C=C/C\C=C/CCCCC)(=O)[O-].[Ti+4] titanium tetrakis(linoleate)